1-(3-(4-Methoxyphenyl)-1,2,4-oxadiazol-5-yl)-N-(1-methyl-1,2,3,4-tetrahydroquinolin-4-yl)piperidine-4-carboxamide COC1=CC=C(C=C1)C1=NOC(=N1)N1CCC(CC1)C(=O)NC1CCN(C2=CC=CC=C12)C